spiro[naphtho[1,2-d]imidazole-2,4'-piperidine]-4,5,6,7,8,9-hexaol N1CCC2(CC1)N=C1C(=N2)C2=C(C(=C(C(=C2C(=C1O)O)O)O)O)O